2,6-difluoro-4-(7-methoxy-2,2-dimethyl-2,3-dihydro-benzofuran-4-yl-phenyl)-hexanoic acid FC(C(=O)O)CC(CCF)C1=C(C=CC=C1)C1=CC=C(C2=C1CC(O2)(C)C)OC